N2-[3-methoxy-4-[[rac-(3S,5R)-3,5-dimethylpiperazin-1-yl]methyl]phenyl]-N4-[2-(6-methyl-2-pyridyl)pyrimidin-4-yl]pyrimidine-2,4-diamine COC=1C=C(C=CC1CN1C[C@@H](N[C@@H](C1)C)C)NC1=NC=CC(=N1)NC1=NC(=NC=C1)C1=NC(=CC=C1)C |r|